C(C)(C)(C)OC(=O)N(C=1C2=C(N=C(N1)Cl)C(=C(S2)C2(CC2)C(=O)OC)C)CC=2OC=CC2 Methyl 1-(4-((tert-butoxycarbonyl)(furan-2-ylmethyl)amino)-2-chloro-7-methylthieno[3,2-d]pyrimidin-6-yl)cyclopropane-1-carboxylate